di(naphthyl)chrysene C1(=CC=CC2=CC=CC=C12)C1=C(C=2C=CC3=C4C=CC=CC4=CC=C3C2C=C1)C1=CC=CC2=CC=CC=C12